3-fluoro-6-quinolin-7-yl-5-(1-{[1-(trifluoromethyl)cyclopropyl]methyl}-1H-pyrazol-4-yl)pyridine-2-carbonitrile FC=1C(=NC(=C(C1)C=1C=NN(C1)CC1(CC1)C(F)(F)F)C1=CC=C2C=CC=NC2=C1)C#N